(4Z)-4-(1,3-Benzothiazol-6-ylmethylene)-2-[(3,5,7-trifluoro-1-adamantyl)amino]-1H-imidazol-5-one S1C=NC2=C1C=C(C=C2)\C=C\2/N=C(NC2=O)NC21CC3(CC(CC(C2)(C3)F)(C1)F)F